ClC1=NC(=CC=2N1C=CN2)Cl 5,7-dichloroimidazo[1,2-c]pyrimidine